C1(CC1)C(N1N=CC(=C1)NC([C@H](C1CCC(CC1)(F)F)NC(=O)C=1N(N=CC1)C(C)C)=O)C1=NN=NN1CC(F)(F)F N-[(1S)-2-[[1-[cyclopropyl-[1-(2,2,2-trifluoroethyl)tetrazol-5-yl]methyl]pyrazol-4-yl]amino]-1-(4,4-difluorocyclohexyl)-2-oxo-ethyl]-2-isopropyl-pyrazole-3-carboxamide